3-(3-Chloro-4-fluorophenyl)-1-(1-(7-fluoro-1-oxo-1,2-dihydroisoquinolin-4-yl)ethyl)-1-methylurea ClC=1C=C(C=CC1F)NC(N(C)C(C)C1=CNC(C2=CC(=CC=C12)F)=O)=O